(5,6-Difluoro-2,4-dioxo-1H-quinazolin-3-yl)acetic acid FC1=C2C(N(C(NC2=CC=C1F)=O)CC(=O)O)=O